C=1N=C(N2C1COCC2)C=2C1=C(N(N2)C2=CC=C(C=C2)CN2CCOCC2)C=2C=CC(=CC2S(C1)(=O)=O)Cl 3-(5,6-dihydro-8H-imidazo[5,1-c][1,4]oxazin-3-yl)-7-chloro-1-(4-(morpholinomethyl)phenyl)-1,4-dihydrothiochromeno[4,3-c]pyrazole 5,5-dioxide